NCCCN1CCN(CC1)C1=C(C=CC=C1)OC N-(3-aminopropyl)-N'-(2-methoxyphenyl)piperazine